isocyanic acid methacrylate C(C(=C)C)(=O)O.N=C=O